2,4-dichloropicolinic acid ClC1(NC=CC(=C1)Cl)C(=O)O